C[C@@H]1CN(CCC1)CC1=CC(=C2CN(C(C2=C1)=O)C1=CC(=CC(=N1)NC(=O)Cl)C1(CC(C1)C)C1=NN=CN1C)SC N-[6-(6-{[(3S)-3-methylpiperidin-1-yl]methyl}-4-(methylsulfanyl)-1-oxo-3H-isoindol-2-yl)-4-[(1r,3s)-3-methyl-1-(4-methyl-1,2,4-triazol-3-yl)cyclobutyl]pyridin-2-yl]carbamoyl chloride